BrC1=COC2=CC(=CC=C2C1=O)OCOCCOC 3-bromo-7-(2-methoxyethoxy)methoxy-4H-chromen-4-one